ClC1=NC(=NC=C1)COC1=C(C#N)C=CC=C1F ((4-Chloropyrimidin-2-yl)methoxy)-3-fluorobenzonitrile